(2S)-4,4-Difluoro-2-(4-fluorophenyl)-N-{4-[5-fluoro-3-(pyridin-2-yl)-1H-pyrrolo[3,2-b]pyridin-2-yl]pyridin-2-yl}butanamid FC(C[C@H](C(=O)NC1=NC=CC(=C1)C1=C(C2=NC(=CC=C2N1)F)C1=NC=CC=C1)C1=CC=C(C=C1)F)F